C(C1=CC=CC=C1)N1C2=C(SCC1)C=CC(=C2)CO (4-benzyl-3,4-dihydro-2H-benzo[b][1,4]thiazin-6-yl)methanol